FS(=O)(=O)OC=1C=C(OC2C(NC(CC2)=O)=O)C=C(C1)OC 3-(3-fluorosulfonyloxy-5-methoxy-phenoxy)-2,6-dioxo-piperidine